1-(diethylcarbamoyl)cyclopropanecarboxylate C(C)N(C(=O)C1(CC1)C(=O)[O-])CC